2-(3-(2,4,5-trifluorobenzyl)-4-(6-chloro-2-methyl-2H-indazol-5-ylamino)-2,3-dihydro-2,6-dioxopyrimidin-1(6H)-yl)acetonitrile FC1=C(CN2C(N(C(C=C2NC2=CC3=CN(N=C3C=C2Cl)C)=O)CC#N)=O)C=C(C(=C1)F)F